CN1N=CC(=C(C1=O)C)N[C@@H]1C[C@@H](CN(C1)C)C1=CC=C(C=C1)CN1CCN(CC1)C=1C=C(C=NC1)C1C(NC(CC1)=O)=O 3-[5-[4-[[4-[(3R,5R)-5-[(1,5-dimethyl-6-oxo-pyridazin-4-yl)amino]-1-methyl-3-piperidyl]phenyl]methyl]piperazin-1-yl]-3-pyridyl]piperidine-2,6-dione